O1CCN(CC1)C1=CC(=NC=N1)NC1CC2CNC1C2 N-(6-morpholinopyrimidin-4-yl)-2-azabicyclo[2.2.1]heptan-6-amine